COC1=CC(=NC=C1C=C)C(=O)NC=1C(=C(C=CC1)C1=C(C(=CC=C1)NC(OC(C)(C)C)=O)C)C tert-butyl (3'-(4-methoxy-5-vinylpicolinamido)-2,2'-dimethyl-[1,1'-biphenyl]-3-yl)carbamate